2-tetradecyl-N-hydroxyethyl-imidazoline C(CCCCCCCCCCCCC)C=1N(CCN1)CCO